ClC1=C(C=C(C2=C1NC(=N2)C(=O)N2[C@H](C1=C(CC2)N=CS1)C(F)F)F)OC (S)-(7-Chloro-4-fluoro-6-methoxy-1H-benzo[d]imidazol-2-yl)(4-(difluoromethyl)-6,7-dihydrothiazolo[5,4-c]pyridin-5(4H)-yl)methanone